6-NITRO-3H-BENZO[DE]ISOCHROMEN [N+](=O)([O-])C=1C=CC=2COCC3=CC=CC1C23